8,8,9,9-tetrafluorotetracyclo[4.4.0.12,5.17,10]-3-dodecene FC1(C2C3C4C=CC(C3C(C1(F)F)C2)C4)F